ClC1=NC=C(C2=C1C=NN2COCC[Si](C)(C)C)C=O 4-chloro-1-(2-trimethylsilylethoxymethyl)pyrazolo[4,3-c]pyridine-7-carbaldehyde